CC1=CCC2(C(C1)C(C)C)CCCCC2 3-METHYL-5-PROPAN-2-YLSPIRO[5.5]UNDEC-2-EN